NC1=CC=CC(=N1)S(=O)(=O)NC(=O)C=1C(=NC(=CC1)C1=CC(=CC(=C1)OCC(C)C)F)OCCCC=1C=NC=CC1 N-[(6-Amino-2-pyridyl)sulfonyl]-6-(3-fluoro-5-isobutoxyphenyl)-2-[3-(3-pyridyl)propoxy]pyridin-3-carboxamid